ClC=1C=C(C=CC1)[C@@H](CO)N1C(C=C(C=C1)C=1C=C2C(=NC1)NN=C2C2=CC(=NC=C2)C)=O (S)-1-(1-(3-chlorophenyl)-2-hydroxyethyl)-4-(3-(2-methylpyridin-4-yl)-1H-pyrazolo[3,4-b]pyridin-5-yl)pyridin-2(1H)-one